ClC1=C(C=C2C=CN(C2=C1)CCCCCCC)F 6-chloro-5-fluoro-1-heptyl-1H-indole